N-Cyclopropyl-2-[6-(4-fluoro-2-methyl-phenyl)-3-methyl-2-oxo-imidazo[4,5-b]pyridin-1-yl]acetamide C1(CC1)NC(CN1C(N(C2=NC=C(C=C21)C2=C(C=C(C=C2)F)C)C)=O)=O